2-((5-chloro-2-(methoxycarbonyl)thiophen-3-yl)oxy)acetic acid ClC1=CC(=C(S1)C(=O)OC)OCC(=O)O